OS(=O)(=O)C(F)(F)F.C1=CC=CC2=NC3=CC=CC=C3N=C12 phenazine triflate